2-(2,6-dioxopiperidin-3-yl)-5-(1'-(pyrrolidin-3-ylmethyl)-[4,4'-bipiperidin]-1-yl)isoindoline-1,3-dione O=C1NC(CCC1N1C(C2=CC=C(C=C2C1=O)N1CCC(CC1)C1CCN(CC1)CC1CNCC1)=O)=O